CN1C2CN(C(C1)C2)C2=CC=CC=1N(C=NC12)C(=O)NCC#CC(C)C 4-(5-Methyl-2,5-diazabicyclo[2.2.1]heptan-2-yl)-N-(4-methylpent-2-ynyl)-1H-benzo[d]imidazole-1-carboxamide